FC1=C(C=C(C(=C1)F)O)C(=O)N1CC2(C1)CC(C2)C2=CC(=NN2C2=C(C=CC=C2)C)C (2,4-difluoro-5-hydroxyphenyl){6-[3-methyl-1-(o-tolyl)-5-pyrazolyl]-2-aza-2-spiro[3.3]heptyl}methanone